5-[4-[2-(2-methylphenyl)acetylamino]phenyl]-1H-naphtho[1,2-b][1,4]diazepine-2,4(3H,5h)-dione CC1=C(C=CC=C1)CC(=O)NC1=CC=C(C=C1)N1C2=C(NC(CC1=O)=O)C1=CC=CC=C1C=C2